COC=1N=C2C(=CC=NC2=CC1OC)OC1=C(C=C(C=C1)NC(=O)C1=C(N(C(=C(C1=O)N1CCCC1)C)C)C)F N-[4-[(6,7-dimethoxy-1,5-naphthyridin-4-yl)oxy]-3-fluorophenyl]-1,2,6-trimethyl-4-oxo-5-pyrrolidin-1-ylpyridine-3-carboxamide